ClC=1C=CC(=NC1)S(=O)(=O)C1=CC=C(C=C1)NC(=O)NCC1=CC=NC=C1 1-[4-(5-Chloro-pyridine-2-sulfonyl)-phenyl]-3-pyridin-4-ylmethyl-urea